(R)-tert-butyl (1-(2-fluoro-3-iodophenyl)ethyl)carbamate FC1=C(C=CC=C1I)[C@@H](C)NC(OC(C)(C)C)=O